N[C@@H]1[C@@H](OCC12CCN(CC2)C=2N=C(C(=NC2CO)SC2=CC=NC1=C2OCC2N1C(OC2)=O)C)C 4-((5-((3S,4S)-4-amino-3-methyl-2-oxa-8-azaspiro[4.5]decan-8-yl)-6-(hydroxymethyl)-3-methylpyrazin-2-yl)thio)-6a,7-dihydro-6H,9H-oxazolo[3,4-d]pyrido[3,2-b][1,4]oxazin-9-one